COCN1C(=C(C2=CC=CC=C12)C=S)C1=CC=CC=C1 1-Methoxymethyl-2-phenylthioindole-3-carbaldehyde